C(C1=CC=CC=C1)OC(=O)N[C@H](C)C1=CC(=NC2=CC=CC=C12)C=1C=C(N(C1)C)C(=O)OC methyl (R)-4-(4-(1-(((benzyloxy)carbonyl)amino)ethyl)quinolin-2-yl)-1-methyl-1H-pyrrole-2-carboxylate